2-isopropyl-5-methylcyclohexyl 3-(((difluoromethyl-d)thio)carbonyl)benzoate FC(SC(=O)C=1C=C(C(=O)OC2C(CCC(C2)C)C(C)C)C=CC1)([2H])F